tert-butyl 2-((3-((tert-butoxycarbonyl)amino)-4-hydroxy-2-methylbutan-2-yl)thio)acetate C(C)(C)(C)OC(=O)NC(C(C)(C)SCC(=O)OC(C)(C)C)CO